(1R*,2S*,5S*)-3-(Toluene-4-sulfonyl)-3-azabicyclo[3.1.0]hexane-2-carboxylic acid benzothiazol-5-ylmethyl-(1,1-difluoro-spiro[2.5]oct-6-yl)-amide S1C=NC2=C1C=CC(=C2)CN(C(=O)[C@@H]2[C@@H]1C[C@@H]1CN2S(=O)(=O)C2=CC=C(C)C=C2)C2CCC1(CC1(F)F)CC2 |o1:13,14,16|